((4-acetoxyphenyl)sulfonyl)((trifluoromethyl)sulfonyl)amine C(C)(=O)OC1=CC=C(C=C1)S(=O)(=O)NS(=O)(=O)C(F)(F)F